tert-butyl 4-(4-cyanopyrazol-1-yl)piperidine-1-carboxylate C(#N)C=1C=NN(C1)C1CCN(CC1)C(=O)OC(C)(C)C